C(C(C)C)C1=CC(=C(C#N)C=C1)N1CCN(CC1)CC1=NC(=NO1)C 4-isobutyl-2-(4-((3-methyl-1,2,4-oxadiazol-5-yl)methyl)piperazin-1-yl)benzonitrile